tert-butyl (2R)-2-{[(4-{4-oxo-1H,5H,6H,7H-pyrrolo[3,2-c]pyridin-2-yl}pyridin-3-yl)oxy]methyl}azetidine-1-carboxylate {[(4-bromopyridin-3-yl)oxy]methyl}azetidine-1-carboxylate BrC1=C(C=NC=C1)OCOC(=O)N1CCC1.O=C1NCCC2=C1C=C(N2)C2=C(C=NC=C2)OC[C@@H]2N(CC2)C(=O)OC(C)(C)C